C1(OCC2=CC=C(C=C2)CO1)=O 1,4-xylylene carbonate